4-{[3-(4-{[(3S,4R)-1-ethyl-3-fluoropiperidin-4-yl]amino}-1-(2,2,2-trifluoroethyl)-1H-indol-2-yl)prop-2-yn-1-yl]amino}-3-methoxy-N-methylbenzamide C(C)N1C[C@@H]([C@@H](CC1)NC1=C2C=C(N(C2=CC=C1)CC(F)(F)F)C#CCNC1=C(C=C(C(=O)NC)C=C1)OC)F